ClC=1C=C(C(=C2C=CN(C12)C(=O)OC(C)(C)C)CN1N=C2N=C(C=CC2=C1)C#N)OC tert-butyl 7-chloro-4-((6-cyano-2H-pyrazolo[3,4-b]-pyridin-2-yl)methyl)-5-methoxy-1H-indole-1-carboxylate